C(C)(C)(C)OC(=O)NC(CN1N=C(N=N1)C1=CC=C(C=C1)OC1=NC=C(C=C1F)Cl)C1(CC1)C(=O)O 1-(1-((t-butoxycarbonyl)amino)-2-(5-(4-((5-chloro-3-fluoropyridin-2-yl)oxy)phenyl)-2H-tetrazol-2-yl)ethyl)cyclopropane-1-carboxylic acid